ClC1=C(C=CC(=C1)[N+](=O)[O-])C(CO)(CO)C 2-(2-chloro-4-nitro-phenyl)-2-methyl-propane-1,3-diol